COC1CCC(CC1)[C@@H](C)N1C(=C(C2=CC(=CC=C12)C=1C=NN(C1)C)C(=O)NCC=1C(NC(=CC1SC([2H])([2H])[2H])C)=O)C (R)-1-(1-(4-methoxycyclohexyl)ethyl)-2-methyl-5-(1-methyl-1H-pyrazol-4-yl)-N-((6-methyl-4-((methyl-d3)thio)-2-oxo-1,2-dihydropyridin-3-yl)methyl)-1H-indole-3-carboxamide